C(CCCCC)C=1N=NN(C1)CC=1C=CC(=C(C1)C(C)OCSC)[N+](=O)[O-] ((1-(5-(4-(Hexyl)-1h-1,2,3-triazol-1-ylmethyl)-2-nitrophenyl)ethoxy)methyl)(methyl)sulfane